N1CCC(CC1)C1=CC=CC(=N1)OCC1=CC=C(C=N1)C(C)=O 1-(6-(((6-(piperidin-4-yl)pyridin-2-yl)oxy)methyl)pyridine-3-yl)ethan-1-one